nonacosadiene-10-amine C=CC=CCCCCCC(CCCCCCCCCCCCCCCCCCC)N